C(#N)C1=CC=C(CN(C(=O)N2[C@H]3[C@@H](N(C[C@@H]2CC3)C(N(C3=CC=CC=C3)C3=CC=CC=C3)=O)C(=O)OCC)C)C=C1 (1R,2R,5S)-ethyl 8-((4-cyanobenzyl)(methyl)carbamoyl)-3-(diphenyl-carbamoyl)-3,8-diazabicyclo[3.2.1]octane-2-carboxylate